C(C)(C)(C)OC(=O)NC(CCC(C)OC1=NC=CC(=C1)N(C(OC(C)(C)C)=O)C1=CC(=NN1C(C)(C)C)[C@@H]1C[C@@H](CC1)O)(C)C tert-butyl (2-((5-((tert-butoxycarbonyl)amino)-5-methylhexan-2-yl)oxy)pyridin-4-yl)(1-(tert-butyl)-3-((1S,3R)-3-hydroxycyclopentyl)-1H-pyrazol-5-yl)carbamate